2-((2s,3r)-3-aminotetrahydrofuran-2-yl)-3-bromo-5-chloro-N-(thiophen-2-ylmethyl)thieno[3,2-b]pyridin-7-amine formate C(=O)O.N[C@H]1[C@H](OCC1)C1=C(C2=NC(=CC(=C2S1)NCC=1SC=CC1)Cl)Br